BrC=1C=NN(C1)CCOCC 4-Bromo-1-(ethoxyethyl)-1H-pyrazole